(R)-N-(3-(1-(5-methyl-1H-1,2,3-triazol-1-yl)propan-2-yl)phenyl)-6-(trifluoromethyl)picolinamide CC1=CN=NN1C[C@H](C)C=1C=C(C=CC1)NC(C1=NC(=CC=C1)C(F)(F)F)=O